2-(2-iodo-4-(2,4,4-trimethylpentan-2-yl)phenoxy)tetrahydro-2H-pyran tert-butyl-2-(1-amino-2,2-difluoro-ethyl)-4,6,7,8-tetrahydropyrazolo[1,5-a][1,4]diazepine-5-carboxylate C(C)(C)(C)OC(=O)N1CC=2N(CCC1)N=C(C2)C(C(F)F)N.IC2=C(OC1OCCCC1)C=CC(=C2)C(C)(CC(C)(C)C)C